N-(1-(4-chlorophenyl)-2,2,2-trifluoroethyl)-6-methoxy-N,4-dimethylpyridine-3-sulfonamide ClC1=CC=C(C=C1)C(C(F)(F)F)N(S(=O)(=O)C=1C=NC(=CC1C)OC)C